1-Methyl-2-(6-trifluoromethyl-benzothiazol-2-ylamino)-1H-benzoimidazole-5-carboxylic acid (4-hydroxy-butyl)-amide OCCCCNC(=O)C1=CC2=C(N(C(=N2)NC=2SC3=C(N2)C=CC(=C3)C(F)(F)F)C)C=C1